(biphenyl-4-yl)-2,3-dihydro-quinazolin-4(1H)-one C1(=CC=C(C=C1)N1CNC(C2=CC=CC=C12)=O)C1=CC=CC=C1